N-(2,6-dichlorobenzoyl)-N'-(3-cyclopropylphenyl)urea ClC1=C(C(=O)NC(=O)NC2=CC(=CC=C2)C2CC2)C(=CC=C1)Cl